FC=1C(=NC=C(C1)F)COC1=CC(N(C(=C1)C)C1=CC(=NC=C1C)C=1SC=C(N1)C(C)(C)O)=O 4-[(3,5-difluoropyridin-2-yl)methoxy]-2'-[4-(2-hydroxypropan-2-yl)-1,3-thiazol-2-yl]-5',6-dimethyl-[1,4'-bipyridin]-2-one